(S)-1-(10-methyl-1,2,3,4,4a,5-hexahydrobenzo[b]pyrazino[1,2-d][1,4]oxazin-8-yl)dihydropyrimidine-2,4(1H,3H)-dione hydrochloride Cl.CC1=CC(=CC=2OC[C@H]3N(C21)CCNC3)N3C(NC(CC3)=O)=O